5-Diethoxymethyl-3-isoxazolol C(C)OC(C1=CC(=NO1)O)OCC